5-(4-((3-Ethyl-2-oxo-2,3-dihydro-1H-pyrimido[4,5,6-de]quinazolin-8-yl)methyl)piperazin-1-yl)-N-methyl-6-(trifluoromethyl)picolinamide C(C)N1C(NC2=CC(=CC=3C2=C1N=CN3)CN3CCN(CC3)C=3C=CC(=NC3C(F)(F)F)C(=O)NC)=O